2-(2-((5-(1-aminoisoquinolin-5-yl)-1-cyclobutyl-1H-indazol-3-yl)methoxy)-6-methoxyphenyl)acetic acid NC1=NC=CC2=C(C=CC=C12)C=1C=C2C(=NN(C2=CC1)C1CCC1)COC1=C(C(=CC=C1)OC)CC(=O)O